(S)-2-(3-cyclopropyl-1-methyl-7-oxo-1,7-dihydro-6H-pyrazolo[3,4-d]pyridazin-6-yl)-N-(1-(4-(trifluoromethoxy)phenyl)ethyl)acetamide C1(CC1)C1=NN(C=2C(N(N=CC21)CC(=O)N[C@@H](C)C2=CC=C(C=C2)OC(F)(F)F)=O)C